2-Chloro-4-[2-(difluoromethyl)-4-fluorophenoxy]-5H,6H,7H,8H-pyrido[3,4-d]pyrimidine-7-carboxylic acid tert-butyl ester C(C)(C)(C)OC(=O)N1CC=2N=C(N=C(C2CC1)OC1=C(C=C(C=C1)F)C(F)F)Cl